(3-(dimethylamino)propylamino)-10-fluoro-12H-benzothiopyrano[2,3-c]Quinolin-12-one CN(CCCNC1=C2C3=C(C=NC2=CC=C1)SC1=C(C3=O)C=C(C=C1)F)C